2-(2-chlorophenyl)-N-(2-((4-methoxyphenyl)amino)-5-sulfamoylquinolin-7-yl)acetamide ClC1=C(C=CC=C1)CC(=O)NC1=CC(=C2C=CC(=NC2=C1)NC1=CC=C(C=C1)OC)S(N)(=O)=O